CCCC1=NC=CN=C1 2-methylethylpyrazine